Cl.N[C@H](CO[C@H]1C(N(CC1)[C@@H]1[C@@H](CN(CC1)C1=NC=C(C=N1)C(F)(F)F)O)=O)C (R)-3-((S)-2-aminopropoxy)-1-((3R,4S)-3-hydroxy-1-(5-(trifluoromethyl)pyrimidin-2-yl)piperidin-4-yl)pyrrolidin-2-one hydrochloride